4-(N-methyl-N-(3-(N,N-diethyl-L-leucylamino)-4-methoxyphenyl)-amino)coumarin CN(C1=CC(=C(C=C1)OC)NC([C@@H](N(CC)CC)CC(C)C)=O)C1=CC(OC2=CC=CC=C12)=O